1,2-diazido-1,2-diphenylethane N(=[N+]=[N-])C(C(C1=CC=CC=C1)N=[N+]=[N-])C1=CC=CC=C1